CN(C(C(=O)C1=CC=C(C=C1)OC)(C)C)C 2-dimethylamino-1-(4-methoxyphenyl)-2-methylpropan-1-one